(3-fluoro-5-(prop-1-en-2-yl)phenyl)methanol FC=1C=C(C=C(C1)C(=C)C)CO